2-((13-(2,4,6-trifluorophenyl)tridec-12-yn-1-yl)oxy)ethyl hydrogen ((((R)-1-(6-amino-9H-purin-9-yl)propan-2-yl)oxy)methyl)phosphonate NC1=C2N=CN(C2=NC=N1)C[C@@H](C)OCP(OCCOCCCCCCCCCCCC#CC1=C(C=C(C=C1F)F)F)(O)=O